5-hydroxy-4-[2-[4-(methoxymethyl)phenyl]benzothiophen-3-yl]-2,6-dimethyl-pyridazin-3-one OC1=C(C(N(N=C1C)C)=O)C1=C(SC2=C1C=CC=C2)C2=CC=C(C=C2)COC